trans-6-chloro-4-((4-((cyclopropylmethyl)(3-fluorophenyl)amino)cyclohexyl)(methyl)amino)-1-methyl-2-oxo-1,2-dihydro-1,5-naphthyridine-3-carbonitrile ClC=1N=C2C(=C(C(N(C2=CC1)C)=O)C#N)N(C)[C@@H]1CC[C@H](CC1)N(C1=CC(=CC=C1)F)CC1CC1